4-(5-{[(3R)-2-oxoazepan-3-yl]amino}[1,2,4]triazolo[1,5-c]quinazolin-2-yl)benzonitrile O=C1NCCCC[C@H]1NC1=NC=2C=CC=CC2C=2N1N=C(N2)C2=CC=C(C#N)C=C2